(3r,4r)-4-({5-fluoro-4-[4-fluoro-2-methyl-1-(propane-2-yl)-1H-benzimidazol-6-yl]pyrimidin-2-yl}amino)-3-hydroxypiperidine-1-carboxylic acid tert-butyl ester C(C)(C)(C)OC(=O)N1C[C@H]([C@@H](CC1)NC1=NC=C(C(=N1)C=1C=C(C2=C(N(C(=N2)C)C(C)C)C1)F)F)O